FC(C=1C=C(CNC2=NC=CC=N2)C=C(C1)C(F)(F)F)(F)F 2-((3,5-bistrifluoromethylbenzyl)amino)pyrimidine